[3-(trifluoromethyl)phenyl]Methanone sodium 2-decenoate C(C=CCCCCCCC)(=O)[O-].[Na+].FC(C=1C=C(C=CC1)C=O)(F)F